CCCC(CC)C(=O)O Hexane-4-carboxylic acid